3-methoxy-urea CONC(N)=O